C1(CC1)N1C(=NC2=NC=C(C=C21)C=2C=CN1N=C(N=C(C12)N1CC(CC1)C)NC=1C=NN(C1)C)C 5-(1-cyclopropyl-2-methyl-1H-imidazo[4,5-b]pyridin-6-yl)-N-(1-methylpyrazol-4-yl)-4-(3-methylpyrrolidin-1-yl)pyrrolo[2,1-f][1,2,4]triazin-2-amine